ethyl 3-(3,4-dichlorophenyl)-2,2-difluoro-3-hydroxypropanoate ClC=1C=C(C=CC1Cl)C(C(C(=O)OCC)(F)F)O